C(C)(C)C1=C(C=CC=C1)C1N(CCN(C1)CC1=CC=C(C=C1)C(F)(F)F)C1CC2(C1)CCNCC2 2-(2-(2-isopropylphenyl)-4-(4-(trifluoromethyl)benzyl)piperazin-1-yl)-7-azaspiro[3.5]nonane